C(C)(C)(C)OC(=O)N1C[C@H](CC1)[C@@H](C(=O)OC(C)(C)C)CC1=CC(=CC=C1)CBr (R)-3-((S)-3-(3-(bromomethyl)phenyl)-1-(tert-butoxy)-1-oxopropane-2-yl)pyrrolidine-1-carboxylic acid tert-butyl ester